O1C2(OCC1)CC1(CC1CC2)CN2C(C1=CC=CC=C1C2=O)=O (spiro[bicyclo[4.1.0]heptane-3,2'-[1,3]dioxolan]-1-ylmethyl)isoindoline-1,3-dione